C1(CC1)C1=CN=C(C(=N1)C(=O)O)NC1=C(C(=CC(=C1)F)C1CCOCC1)OC(F)F 6-cyclopropyl-3-((2-(difluoromethoxy)-5-fluoro-3-(tetrahydro-2H-pyran-4-yl)phenyl)amino)pyrazine-2-carboxylic acid